N-(3-((3-(9H-purin-6-yl)pyridin-2-yl)amino)-4-methylphenyl)-3-(trifluoromethyl)benzamide N1=CN=C2NC=NC2=C1C=1C(=NC=CC1)NC=1C=C(C=CC1C)NC(C1=CC(=CC=C1)C(F)(F)F)=O